N1C(CCCC1)CNC(=O)C=1N=COC1 N-(piperidin-2-ylmethyl)oxazole-4-carboxamide